CC(C(=O)NC1=NC=C(C=C1)N(C1=CC=CC=C1)C)C 2-methyl-N-[5-(N-methylanilino)-2-pyridyl]propanamide